ClCC(=O)N1C[C@@H](CC1)F |r| (racemic)-2-Chloro-1-(3-fluoropyrrolidin-1-yl)ethan-1-one